8-(5-morpholinopyridin-2-yl)-1,4-dioxaspiro[4.5]decan-8-ol O1CCN(CC1)C=1C=CC(=NC1)C1(CCC2(OCCO2)CC1)O